2-((5-(ethoxycarbonyl)-2-(methylthio)pyrimidin-4-yl)amino)-7-azaspiro[3.5]nonane-7-carboxylic acid tert-butyl ester C(C)(C)(C)OC(=O)N1CCC2(CC(C2)NC2=NC(=NC=C2C(=O)OCC)SC)CC1